(2S)-4-[[5-chloro-3-[[5-(3-hydroxycyclobutyl)-1,3,4-oxadiazol-2-yl]amino]-2-methyl-phenyl]methyl]-2-methyl-piperazine-1-carboxylic acid isopropyl ester C(C)(C)OC(=O)N1[C@H](CN(CC1)CC1=C(C(=CC(=C1)Cl)NC=1OC(=NN1)C1CC(C1)O)C)C